(R)-2-((2S,3S)-3-(2-fluorophenyl)oxirane-2-yl)pyrrolidine-1-carboxylic acid tert-butyl ester C(C)(C)(C)OC(=O)N1[C@H](CCC1)[C@@H]1O[C@H]1C1=C(C=CC=C1)F